FC1=NC(=CC(=C1)NC1=CC=CC(=N1)C(=O)NC1(CCCC1)C)F 6-[(2,6-difluoro-4-pyridyl)amino]-N-(1-methylcyclopentyl)pyridine-2-carboxamide